4-tertiary amylphenol C(C)(C)(CC)C1=CC=C(C=C1)O